CC1=CC=C(C=C1)S(=O)(=O)OC[C@@H]1C[C@H](C1)N1N=C(C(=C1)C1=NC2=CC=CC(=C2N=C1)Cl)C1CC1 (trans-3-(4-(5-chloroquinoxalin-2-yl)-3-cyclopropyl-1H-pyrazol-1-yl)cyclobutyl)methyl 4-methylbenzenesulfonate